C(C1=CC=CC=C1)OC(=O)NC1(CCN(CC1)C(=O)OC(C)(C)C)CNC1=C(SC2=C1C=1N=CC(=NC1C=C2)OC)C(=O)OC methyl 9-(((4-(((benzyloxy)carbonyl)amino)-1-(tert-butoxycarbonyl)piperidin-4-yl)methyl)amino)-3-methoxythieno[3,2-f]quinoxaline-8-carboxylate